ClC=1C=C(C=CC1Cl)N1C=NC2=C1C(OCC2)=O 3-(3,4-dichlorophenyl)-3H,4H,6H,7H-pyrano[3,4-d]imidazol-4-one